C(C=C)(=O)OCCCCCCOC1=CC=C(C(=O)OC2=C(C=C(C=C2)OC(=O)C2CCC(CC2)CCCC)C(=NNCC)C=2SC3=C(N2)C=CC=C3)C=C1 [2-[1,3-benzothiazol-2-yl(ethyl) hydrazonomethyl]-4-(4-butylcyclohexanecarbonyl)oxy-phenyl] 4-(6-prop-2-enoyloxyhexoxy)benzoate